(R)-N-[(1S)-1-[1-(Benzenesulfonyl)-4-bromo-6,7-dichloro-indol-2-yl]-3-[tert-butyl(dimethyl)silyl]oxy-propyl]-2-methyl-propane-2-sulfinamide C1(=CC=CC=C1)S(=O)(=O)N1C(=CC2=C(C=C(C(=C12)Cl)Cl)Br)[C@H](CCO[Si](C)(C)C(C)(C)C)N[S@](=O)C(C)(C)C